C(CCC)O[Zr](OCCCC)OCCCC.[Zr] zirconium tributoxyZirconium